The molecule is a member of protoporphyrins. It has a role as a human metabolite and a Saccharomyces cerevisiae metabolite. It is a conjugate base of a protoporphyrin. CC1=C(C2=CC3=C(C(=C([N-]3)C=C4C(=C(C(=N4)C=C5C(=C(C(=N5)C=C1[N-]2)C)C=C)C)C=C)C)CCC(=O)O)CCC(=O)O